(R)-N-((1H-pyrrolo[3,2-c]pyridine-2-yl)methyl)-2-(5-((1-(dibenzo[b,d]furan-2-yl)ethyl)amino)-2-isopropyl-6-oxopyrimidin-1(6H)-yl)acetamide N1C(=CC=2C=NC=CC21)CNC(CN2C(=NC=C(C2=O)N[C@H](C)C2=CC1=C(OC3=C1C=CC=C3)C=C2)C(C)C)=O